3',4'-dichloro-4-fluorobiphenyl ClC=1C=C(C=CC1Cl)C1=CC=C(C=C1)F